C[C@H]1N=CC=2N(C1)N=C(C2C2=CC=NC=C2)C2=CC1=CC=CC=C1C=C2 |r| (RS)-6-methyl-2-(naphthalen-2-yl)-3-(pyridin-4-yl)-6,7-dihydropyrazolo[1,5-a]pyrazin